FC1=C(C=C(C=C1)CCN[C@@H]([C@H]1CNC2=C(N1)N=CC=C2)C2=CC=CC=C2)CC(=O)O 2-(2-fluoro-5-(2-(((R)-phenyl((R)-1,2,3,4-tetrahydropyrido[2,3-b]pyrazin-3-yl)methyl)amino)ethyl)phenyl)acetic acid